NC1=C(C=CC=C1)SSC1=C(N)C=CC=C1 2,2'-Dithiodianiline